1-(2-chloro-6-fluorophenyl)-4-((4-(pyrrolidine-1-carbonyl)phenyl)amino)-1H-pyrazole-3-carboxamide ClC1=C(C(=CC=C1)F)N1N=C(C(=C1)NC1=CC=C(C=C1)C(=O)N1CCCC1)C(=O)N